5-(1-(4-(benzyloxy)-5-methoxy-2-nitrobenzoyl)-6-(((tert-butyl-dimethylsilyl)oxy)methyl)-1,2,3,6-tetrahydropyridin-4-yl)-1,3-dimethylpyrimidine-2,4(1H,3H)-dione C(C1=CC=CC=C1)OC1=CC(=C(C(=O)N2CCC(=CC2CO[Si](C)(C)C(C)(C)C)C=2C(N(C(N(C2)C)=O)C)=O)C=C1OC)[N+](=O)[O-]